NC1=C2C(=C(N(C2=CC=C1)C1=CC=C(C=C1)F)C(C)C)C1=CC=C(C(=O)O)C=C1 4-(4-amino-1-(4-fluorophenyl)-2-isopropyl-1H-indol-3-yl)benzoic acid